C1(=CC=CC=C1)C1=C(C(=NN=N1)C=1[Se]C2=C(C1C1=CC=CC=C1)C=CC=C2)C2=NC1=C(C(=C2C)C)C=2C=CC=CC2C1 phenyl(dimethylindenopyridineyl)(phenylbenzoselenophenyl)triazine